N1C=C(C2=CC=CC=C12)C[C@@H](C(=O)NC1=CC=C(C=C1)N1CCOCC1)NS(=O)(=O)C1=CC=C(C(=O)OC)C=C1 (S)-Methyl 4-(N-(3-(1H-indol-3-yl)-1-(4-morpholinophenylamino)-1-oxopropan-2-yl)sulfamoyl)benzoate